dodecyl-tributyl-phosphonium tetrafluoroborate F[B-](F)(F)F.C(CCCCCCCCCCC)[P+](CCCC)(CCCC)CCCC